N-(2-chloro-3'-((3-(hydroxymethyl)-1,7-naphthyridin-8-yl)amino)-2'-methyl-[1,1'-biphenyl]-3-yl)-1-methyl-4,5,6,7-tetrahydro-1H-imidazo[4,5-c]pyridine-2-carboxamide ClC1=C(C=CC=C1NC(=O)C=1N(C2=C(CNCC2)N1)C)C1=C(C(=CC=C1)NC=1N=CC=C2C=C(C=NC12)CO)C